(2R)-2-[[(2R)-2-[[(2R)-3-phenylpropionyl]amino]-4-methylpentanoyl]amino]hexanoic acid C1(=CC=CC=C1)CCC(=O)N[C@@H](C(=O)N[C@@H](C(=O)O)CCCC)CC(C)C